CN1N=CC(=C1C)S(=O)(=O)N1CCC(CC1)C=1C=C2N=CC=NC2=CC1C 6-(1-((1,5-dimethyl-1H-pyrazol-4-yl)sulfonyl)piperidin-4-yl)-7-methylquinoxaline